3,5-dichloro-4-[(5-isopropyl-6-oxo-1H-pyridazin-3-yl)oxy]phenylboronic acid ClC=1C=C(C=C(C1OC1=NNC(C(=C1)C(C)C)=O)Cl)B(O)O